N-(2-((2,3',5'-trifluoro-[1,1'-biphenyl]-3-yl)methyl)piperidin-3-yl)methylsulfonamide FC1=C(C=CC=C1CC1NCCCC1CNS(=O)=O)C1=CC(=CC(=C1)F)F